(1,5-dimethyl-1H-pyrazol-4-yl)methanol CN1N=CC(=C1C)CO